P(=O)(O)(O)O[C@@H]1[C@@H](O)[C@@H](O)[C@H](O)[C@H](O1)COP(=O)(O)O alpha-D-mannose 1,6-diphosphate